3,5-Dimethyltetrahydro-1,3,5-thiadiazine CN1CSCN(C1)C